C(C)(C)(C)OC(=O)N[C@@H](C(=O)N[C@@H](C(=O)O)CC#C)CC1=CC=CC=C1 (2R)-2-[[(2R)-2-(tert-butoxycarbonylamino)-3-phenyl-propionyl]amino]pent-4-ynoic acid